ClC1CN(CCC1NC1=CC=CC=2C(=C(SC21)I)CC(F)(F)F)C(=O)OC(C)(C)C tert-butyl 3-chloro-4-[[2-iodo-3-(2,2,2-trifluoroethyl)benzothiophen-7-yl]amino]piperidine-1-carboxylate